methyl 3-(3-(1-bromo-9-((2-methoxy-2-oxoethyl)sulfonyl)-3,8,8-trimethyl-2-oxononan-3-yl)phenyl)propanoate BrCC(C(CCCCC(CS(=O)(=O)CC(=O)OC)(C)C)(C)C=1C=C(C=CC1)CCC(=O)OC)=O